6-(((2R,7aR)-2-Fluorotetrahydro-1H-pyrrolizin-7a(5H)-yl)methoxy)-N-(3-methyl-4-((1-methyl-1H-benzo[d]imidazol-5-yl)oxy)phenyl)pyrimido[5,4-d]pyrimidin-4-amine F[C@@H]1C[C@]2(CCCN2C1)COC=1N=CC=2N=CN=C(C2N1)NC1=CC(=C(C=C1)OC1=CC2=C(N(C=N2)C)C=C1)C